C(CCCCCCCCCC=CCCCCCCCC)(=O)OCCCCCCCCCCCCCCCCCCCCCCC(CC)C 23-methylpentacosyl eicos-11-enoate